ClC1=C(C=C(OCC(=O)N[C@H]2C(N[C@@H](CC2)C=2OC(=NN2)C2=CC=C(C=C2)Cl)=O)C=C1)F 2-(4-chloro-3-fluorophenoxy)-N-[(3R,6S)-6-[5-(4-chlorophenyl)-1,3,4-oxadiazol-2-yl]-2-oxopiperidin-3-yl]acetamide